CS(=O)(=O)C1NCC2=CC(=CC=C12)[N+](=O)[O-] (methylsulfonyl)-5-nitroisoindoline